tetrahydropyrrolyl-thiazolidine N1(CCCC1)C1SCCN1